3,3-Dimethyldihydrofuran CC1(COCC1)C